2-ethyl-N-(4-methoxyphenethyl)-6-methylthieno[2,3-d]pyrimidin-4-amine C(C)C=1N=C(C2=C(N1)SC(=C2)C)NCCC2=CC=C(C=C2)OC